C(C1=CC=CC=C1)OC=1C=C(C=CC1OCC1=CC=CC=C1)CCN 3,4-dibenzyloxyphenylethylamine